BrC(C)C=1C(=C(C=CC1)CC(=O)OC)F methyl 2-[3-(1-bromoethyl)-2-fluoro-phenyl]acetate